Methyl 2-amino-4-methyl-5-[(3-methylphenyl)carbamoyl]thiophene-3-carboxylate NC=1SC(=C(C1C(=O)OC)C)C(NC1=CC(=CC=C1)C)=O